2-Bromo-α-(4-fluorophenyl)benzenemethanol BrC1=C(C=CC=C1)C(O)C1=CC=C(C=C1)F